8,8-dimethoxy-4,4-dimethyl-9-oxa-4-aza-8-siladecane-4-ium-1-sulfonate CO[Si](CCC[N+](CCCS(=O)(=O)[O-])(C)C)(OC)OC